BrC1=C(C(=CC=2CCCC(C12)C)F)C=O 1-bromo-3-fluoro-8-methyl-5,6,7,8-tetrahydronaphthalene-2-carbaldehyde